BrC=1C=C(C(N(C1)C1CC1)=O)C 5-bromo-1-cyclopropyl-3-methyl-1,2-dihydropyridin-2-one